C(C1=CC=CC=C1)OC1=CC2=C([C@]3([C@@](O2)([C@@H]([C@H]([C@H]3O)C(=O)OC)C3=CC=CC=C3)C3=CC=C(C=C3)OC)O)C(=C1)OC |&1:16,17| methyl (1R/S,2R/S,3S,3aR,8bS)-6-(benzyloxy)-1,8b-dihydroxy-8-methoxy-3a-(4-methoxyphenyl)-3-phenyl-2,3,3a,8b-tetrahydro-1H-cyclopenta[b]benzofuran-2-carboxylate